BrC=1C=C(C=CC1)C=CCC1=CC=C(C=C1)O 3-(3-Bromophenyl)-1-(4-hydroxyphenyl)prop-2-en